O1C(=CC=C1)C=1C=CC(=C(C1)NC1=NC=NC2=CC(=C(C=C12)NC(C=C)=O)OC)OC N-(4-((5-(furan-2-yl)-2-methoxyphenyl)amino)-7-methoxyquinazolin-6-yl)acrylamide